1,5-Dihydro-5,5-dimethyl-8-(1,2-dimethylheptyl)-2H,4H-thiopyrano(3,4-c)(1)benzopyran-10-ol CC1(OC2=C(C3=C1CSCC3)C(=CC(=C2)C(C(CCCCC)C)C)O)C